BrCC(C)CCC[C@@H](C)CCC[C@@H](C)CCC\C(\C)=C\CO bromophytol